(E)-1-fluoro-2-[2-fluoro(2-benzenesulfonyl)vinyl]benzene FC1=C(C=CC=C1)\C=C(/F)\S(=O)(=O)C1=CC=CC=C1